ClC1=NN=C(C2=C1CN(C2)C(=O)OC(C)(C)C)Cl tert-butyl 1,4-dichloro-5,7-dihydro-6H-pyrrolo[3,4-d]pyridazine-6-carboxylate